ClC1=CC=C(C=C1)N=[N+]=[N-] 4-chlorophenyl azide